ClC1=NC(=C2N=CN(C2=N1)[C@@H]1O[C@@H]([C@H]2OC(O[C@H]21)(C)C)CO)N2CCC(CC2)C2CCCCC2 [(3aR,4R,6R,6aR)-4-[2-chloro-6-(4-cyclohexyl-1-piperidyl)purin-9-yl]-2,2-dimethyl-3a,4,6,6a-tetrahydrofuro[3,4-d][1,3]dioxol-6-yl]methanol